C(C)(C)(C)O[C@H](C)[C@@H]1N(C(OC1)=O)CC1=CC=C(C=C1)OC (R)-4-((R)-1-(tert-butoxy)ethyl)-3-(4-methoxybenzyl)oxazolidin-2-one